4,4-dimethoxy-1-pentylmethanesulfonate COC(CCCCS(=O)(=O)[O-])(C)OC